[Si](C1=CC=CC=C1)(C1=CC=CC=C1)(C(C)(C)C)OC(CC(C(C(=O)OC)=[N+]=[N-])=O)C=C methyl 5-((tert-butyldiphenylsilyl)oxy)-2-diazo-3-oxohept-6-enoate